[(3S)-tetrahydro-furanyl]decanamide O1C(CCC1)C(C(=O)N)CCCCCCCC